Fmoc-1-aminocyclopentane-1-carboxylic acid C1CCC(C1)(C(=O)O)NC(=O)OCC2C3=CC=CC=C3C4=CC=CC=C24